2-bromo-4-((tert-butoxycarbonyl)amino)benzoic acid BrC1=C(C(=O)O)C=CC(=C1)NC(=O)OC(C)(C)C